N(=[N+]=[N-])CC1=C(C=CC=C1)Br 1-(azidomethyl)-2-bromobenzene